[C@@H]12[C@@H](C[C@@H](CC1)O2)OC2=NN=C(S2)NC(=O)C=2C=NC(=CC2C2=C(C(=NC=C2OC)C)F)C N-(5-(((1S,2R,4R)-7-oxabicyclo(2.2.1)heptan-2-yl)oxy)-1,3,4-thiadiazol-2-yl)-3'-fluoro-5'-methoxy-2',6-dimethyl-(4,4'-bipyridine)-3-carboxamide